FC(C=1C(=NC=C(C1)C(F)(F)F)CC(=O)N1[C@@H]([C@@H](CC1)NC(=O)C=1N(N=CC1)C)C1=C(C(=CC=C1)OC([2H])([2H])[2H])C)(F)F N-[(2R,3R)-1-[2-[3,5-bis(trifluoromethyl)-2-pyridyl]acetyl]-2-[2-methyl-3-(trideuteriomethoxy)phenyl]pyrrolidin-3-yl]-2-methyl-pyrazole-3-carboxamide